C(OOOC(C)(C)CCCC)(OCCC)=O t-heptylperoxy n-propyl monocarbonate